ClC=1C2=C(N=CN1)N(C=C2)[C@@H]2CC([C@@H]1[C@H]2OC(O1)(C)C)(CO)CO ((3ar,6r,6as)-6-(4-chloro-7H-pyrrolo[2,3-d]pyrimidin-7-yl)-2,2-dimethyltetrahydro-3aH-cyclopenta[d][1,3]dioxol-4,4-diyl)dimethanol